ClC=1SC(=CN1)N1N=CC(=C1)CC(=O)NC1=NNC(=C1)C1CC1 2-[1-(2-chloro-1,3-thiazol-5-yl)-1H-pyrazol-4-yl]-N-(5-cyclopropyl-1H-pyrazol-3-yl)acetamide